5-(2-(1H-indol-3-yl)ethyl)-6-((1-methylpiperidin-4-yl)methyl)-5,6,7,8-tetrahydro-[1,3]dioxolo[4,5-g]isoquinoline N1C=C(C2=CC=CC=C12)CCC1N(CCC=2C=C3C(=CC12)OCO3)CC3CCN(CC3)C